ClC1=CC=C(C=C1)[C@@]1(N(C(C2=CC(=CC=C12)C(C(=O)NC)(C)O)=O)CC1=NC=C(C=C1)Cl)OC 2-[(1R)-1-(4-chlorophenyl)-2-[(5-chloropyridin-2-yl)methyl]-1-methoxy-3-oxo-2,3-dihydro-1H-isoindol-5-yl]-2-hydroxy-N-methylpropanamide